N-(benzo[d]oxazol-2-ylmethyl)-3-(4-cyanophenyl)imidazo[1,2-a]pyridine-7-carboxamide O1C(=NC2=C1C=CC=C2)CNC(=O)C2=CC=1N(C=C2)C(=CN1)C1=CC=C(C=C1)C#N